OCCC=1NC2=C(N1)C=CC=C2 (hydroxyethyl)benzimidazole